N-(2-(4-methoxyphenyl)propan-2-yl)methacrylamide COC1=CC=C(C=C1)C(C)(C)NC(C(=C)C)=O